(1-fluorodibenzo[b,d]thiophen-4-yl)boronic acid FC1=CC=C(C=2SC3=C(C21)C=CC=C3)B(O)O